(6R,7R)-3-methyl-7-[(R)-2-azido-2-phenylacetylamino]-8-oxo-5-thia-1-azabicyclo[4.2.0]oct-2-ene-2-carboxylic acid CC1=C(N2C([C@H]([C@H]2SC1)NC([C@@H](C1=CC=CC=C1)N=[N+]=[N-])=O)=O)C(=O)O